OC(CC)(CC)C1=CC(=NC=C1)N1N=CC(=C1)S(=O)(=O)NC=1C(=CC=C2C=NN(C12)C)OC 1-[4-(3-hydroxypentan-3-yl)pyridin-2-yl]-N-(6-methoxy-1-methylindazol-7-yl)pyrazole-4-sulfonamide